(pyrrolidino)-uronium hexafluorophosphate F[P-](F)(F)(F)(F)F.N1(CCCC1)[NH+]=C(O)N